R-α-methylphenylacetic acid C[C@@H](C(=O)O)C1=CC=CC=C1